5-bromo-1-fluoro-3-methyl-2-nitrobenzene BrC=1C=C(C(=C(C1)F)[N+](=O)[O-])C